ClC1=NC=2N(C=C1)N=C(C2C2=CC(=NC(=C2)C)C)C=2C=C(C#N)C=CC2 3-[5-chloro-3-(2,6-dimethyl-4-pyridinyl)pyrazolo[1,5-a]pyrimidin-2-yl]benzonitrile